C(CCC)OC1=C(C(=CC=C1)F)C1=CC(=CC=C1)[C@@H](C)NC1=NC(=NC2=CC(=C(C=C12)OC)OC)C N-[(1R)-1-(2'-butoxy-6'-fluorobiphenyl-3-yl)ethyl]-6,7-dimethoxy-2-methylquinazolin-4-amine